OC=1C=C(C=CC1)C(CO)O (3-hydroxyphenyl)ethane-1,2-diol